[Mg+2].N[C@@H](CCC(=O)[O-])C(=O)[O-] glutamic acid, magnesium salt